C1(CCC1)N1CCC2=C(CC1)C1=C(S2)C=C(C=C1)F 3-cyclobutyl-8-fluoro-2,3,4,5-tetrahydro-1H-benzo[4,5]thieno[2,3-d]azepine